2-(thiomorpholinyl)-4,5-difluoro-8H-dibenzo[3,4:6,7]cyclohepta[1,2-b]thiophen-8-ol N1(CCSCC1)C1=CC2=C(S1)C1=C(C(C3=C2C(=C(C=C3)F)F)O)C=CC=C1